carboxyethyl-3-methyltetrazolium C(=O)(O)CC[N+]1=NN(N=C1)C